3-methyl-3-oxo-3-thia-2-azabicyclo[4.4.0]decane-1(6),2,7,9-tetraene-9-carboxamide CS1(=NC=2C=C(C=CC2CC1)C(=O)N)=O